tert-butyl N-[(3R)-7-(hydrazinecarbonyl)-4-oxo-5-[[4-(1,1,2,2-tetrafluoroethoxy)phenyl]methyl]-2,3-dihydro-1,5-benzothiazepin-3-yl]carbamate N(N)C(=O)C=1C=CC2=C(N(C([C@H](CS2)NC(OC(C)(C)C)=O)=O)CC2=CC=C(C=C2)OC(C(F)F)(F)F)C1